(R)-4-(3-(3-aminopiperidine-1-carbonyl)-1-(4-(2,3-dihydro-[1,4]dioxino[2,3-b]pyridin-7-yl)phenyl)-1H-pyrazol-5-yl)-2-fluorobenzonitrile 2,2,2-trifluoroacetate FC(C(=O)O)(F)F.N[C@H]1CN(CCC1)C(=O)C1=NN(C(=C1)C1=CC(=C(C#N)C=C1)F)C1=CC=C(C=C1)C=1C=C2C(=NC1)OCCO2